(3R)-3-(3-(5-(trifluoromethyl)pyrimidin-2-yl)-3,8-diazabicyclo[3.2.1]octane-8-carbonyl)pyrrolidine-1-carboxylic acid tert-butyl ester C(C)(C)(C)OC(=O)N1C[C@@H](CC1)C(=O)N1C2CN(CC1CC2)C2=NC=C(C=N2)C(F)(F)F